ClC1=CC(=C(C(=O)NCCCC(=O)O)C=C1)O 4-(4-chloro-2-hydroxybenzoyl)aminobutanoic acid